C(CCCCCCC)C(CCCCCCCC)OC(CCCCCCCOC(=O)[C@H]1N(CC(C1)OC(CCN(C)C)=O)CCCCCCC(OCCCCCCCCCCC)=O)=O [8-(1-octylnonoxy)-8-oxo-octyl](2S)-4-[3-(dimethylamino)propanoyloxy]-1-(7-oxo-7-undecoxy-heptyl)pyrrolidine-2-carboxylate